N-[4-(3,4-dihydroxyphenyl)-5-phenyl-1,3-thiazol-2-yl]-3,4-dihydroxybenzamide OC=1C=C(C=CC1O)C=1N=C(SC1C1=CC=CC=C1)NC(C1=CC(=C(C=C1)O)O)=O